FC(C1=NN=C(S1)N1C2=C(C3=CC=C(C=C13)S(=O)(=O)N)C(=NC=N2)N2CCN(CC2)C(=O)N2CCN(CC2)C)F 9-(5-(difluoromethyl)-1,3,4-thiadiazol-2-yl)-4-(4-(4-methylpiperazine-1-carbonyl)piperazin-1-yl)-9H-pyrimido[4,5-b]indole-7-sulfonamide